4-{[(3,4-dichlorophenyl)methyl]amino}benzaldehyde ClC=1C=C(C=CC1Cl)CNC1=CC=C(C=O)C=C1